C(C)(C)(C)OC(=O)NCCCCCO 5-(N-tert-butoxycarbonylamino)-1-pentanol